(1-((4-morpholinophenyl)sulfonyl)pyrrolidin-3-yl)(4-(quinolin-4-yl)piperazin-1-yl)methanone O1CCN(CC1)C1=CC=C(C=C1)S(=O)(=O)N1CC(CC1)C(=O)N1CCN(CC1)C1=CC=NC2=CC=CC=C12